[C@H](C)(CC)[C@H](NC([C@@H](N(C(OC(C)(C)C)=O)C)C(C)C)=O)C(N([C@H](C[C@@H](OC(C)=O)C=1SC=C(N1)C(=O)O)C(C)C)C)=O 2-((6S,9S,12R,14R)-9-((S)-sec-butyl)-6,12-di-isopropyl-2,2,5,11-tetramethyl-4,7,10,16-tetraoxo-3,15-dioxa-5,8,11-triazaheptadecan-14-yl)thiazole-4-carboxylic acid